2-{4-(Phenanthrene-9-yl)phenyl}-5-{3,5-bis(naphthalen-2-yl)phenyl}pyrimidine tert-Butyl-2-(4-bromophenyl)-3,4,6,7-tetrahydroimidazo[4,5-c]pyridine-5-carboxylate C(C)(C)(C)OC(=O)N1CC2=C(CC1)N=C(N2)C2=CC=C(C=C2)Br.C2=CC=CC=1C3=CC=CC=C3C(=CC21)C2=CC=C(C=C2)C2=NC=C(C=N2)C2=CC(=CC(=C2)C2=CC1=CC=CC=C1C=C2)C2=CC1=CC=CC=C1C=C2